1,4,7-trimethyl-azulene CC1=CC=C2C(=CC=C(C=C12)C)C